5-(imidazo[1,2-a]pyridin-6-yl)-N-((4s,7s)-1-oxaspiro[3.5]nonan-7-yl)-7H-pyrrolo[2,3-d]pyrimidin-2-amine N=1C=CN2C1C=CC(=C2)C2=CNC=1N=C(N=CC12)NC1CCC2(CCO2)CC1